FC1=C(C(=CC=C1)F)C(C)OC1=C(NC(=C1)C(=O)NCC)C(=O)NC 3-(1-(2,6-difluorophenyl)ethoxy)-N5-ethyl-N2-methyl-1H-pyrrole-2,5-dicarboxamide